(4-(3-(aminomethyl)-3-methylazetidin-1-yl)-5-methylpyrimidin-2-yl)-3-methylisothiazol-5-amine NCC1(CN(C1)C1=NC(=NC=C1C)C=1C(=NSC1N)C)C